ClCC(=O)N1[C@H](CCCC1)CNC(OCC1=CC=CC=C1)=O (R)-benzyl ((1-(2-chloroacetyl)piperidin-2-yl)methyl)carbamate